C(C)OC1=C(C=CC(=C1)C)OC(CC)=O propionic acid 2-ethoxy-4-methylphenyl ester